calcium β-hydroxy-β-methylbutyrate OC(CC(=O)[O-])(C)C.[Ca+2].OC(CC(=O)[O-])(C)C